4-((3,4-dihydroquinolin-1(2H)-yl)sulfonyl)-N-(thiophen-2-ylmethyl)benzamide N1(CCCC2=CC=CC=C12)S(=O)(=O)C1=CC=C(C(=O)NCC=2SC=CC2)C=C1